2-methylbutyl acetate (2-Methylbutyl Acetate) CC(CCC(=O)O)CC.C(C)(=O)OCC(CC)C